N-(3,3-difluoropiperidin-4-yl)-5-((2,4-dimethylthiazol-5-yl)methoxy)-2-methylbenzofuran-3-carboxamide FC1(CNCCC1NC(=O)C1=C(OC2=C1C=C(C=C2)OCC2=C(N=C(S2)C)C)C)F